4-(2,2-dimethylpropyl-1,1-d2)-5-(methyl-d3)pyridine CC(C([2H])([2H])C1=CC=NC=C1C([2H])([2H])[2H])(C)C